C1CCC2=C(C=3CCCC3C=C12)NC(=O)NS(=O)(=O)C=1C=NC=CC1 N-((1,2,3,5,6,7-hexahydro-s-indacen-4-yl)carbamoyl)pyridine-3-sulfonamide